(2'S,4R,4'R)-4,4'-(hexane-1,6-diylbis(oxy))bis(1-(tert-butoxycarbonyl)-L-proline) C(CCCCCO[C@@H]1C[C@H](N(C1)C(=O)OC(C)(C)C)C(=O)O)O[C@@H]1C[C@H](N(C1)C(=O)OC(C)(C)C)C(=O)O